BrC=1C=CC2=C(N(C(=N2)C)C=2C=C(C=CC2)NS(=O)(=O)C2CC2)C1 N-(3-(6-bromo-2-methyl-1H-benzo[d]imidazol-1-yl)phenyl)cyclopropanesulfonamide